2-((5-Amino-4-((2-(dimethylamino)ethyl)(methyl)amino)-2-methoxyphenyl)amino)-4-(4-fluoro-1-Isopropyl-2-methyl-1H-benzo[d]imidazol-6-yl)pyrimidine-5-carboxylic acid isopropyl ester C(C)(C)OC(=O)C=1C(=NC(=NC1)NC1=C(C=C(C(=C1)N)N(C)CCN(C)C)OC)C=1C=C(C2=C(N(C(=N2)C)C(C)C)C1)F